N-(4-chloro-3-fluorophenyl)-5-(2-chloro-5-(isobutyrylaminomethyl)benzoylamino)-1-(2-methoxyethyl)-1H-indole-2-carboxamide ClC1=C(C=C(C=C1)NC(=O)C=1N(C2=CC=C(C=C2C1)NC(C1=C(C=CC(=C1)CNC(C(C)C)=O)Cl)=O)CCOC)F